tert-butyl N-ethyl-N-[1-[2-methyl-7-[[2-methyl-8-(2-methylphenoxy)imidazo[1,2-a]pyridin-6-yl]-carbamoyl]indazol-4-yl]-4-piperidyl]carbamate C(C)N(C(OC(C)(C)C)=O)C1CCN(CC1)C=1C2=CN(N=C2C(=CC1)C(NC=1C=C(C=2N(C1)C=C(N2)C)OC2=C(C=CC=C2)C)=O)C